4,5-dihydro-5,5-diphenyl-1,2-oxazole-3-carboxylic acid ethyl ester C(C)OC(=O)C1=NOC(C1)(C1=CC=CC=C1)C1=CC=CC=C1